[Si](C)(C)(C(C)(C)C)OCCOC1=C(C(=NC=C1)C(=C)C)[N+](=O)[O-] 4-(2-((tert-butyldimethylsilyl)oxy)ethoxy)-3-nitro-2-(prop-1-en-2-yl)pyridine